(R)-N-((S)-6-(2-chloro-5-fluorophenyl)-3-isocyano-2-methyl-8-oxo-2,6,7,8-tetrahydropyrrolo[3,4-g]indazol-5-yl)-5-fluoro-3-hydroxy-3-(trifluoromethyl)indoline-1-carboxamide ClC1=C(C=C(C=C1)F)[C@H]1NC(C2=C1C(=CC1=C(N(N=C21)C)[N+]#[C-])NC(=O)N2C[C@](C1=CC(=CC=C21)F)(C(F)(F)F)O)=O